N[C@H]1CN(CCC1)C(=O)C=1C=C2OCCN3C(=NC(C1)=C32)C3=CC=2C(=NC=CC2)N3CC (R)-(3-Aminopiperidin-1-yl)(2-(1-ethyl-1H-pyrrolo[2,3-b]pyridin-2-yl)-3,4-dihydro-5-oxa-1,2a-diazaacenaphthylen-7-yl)methanon